2,4-bis(4-aminoanilino)-6-diphenylamino-1,3,5-triazine NC1=CC=C(NC2=NC(=NC(=N2)NC2=CC=C(C=C2)N)N(C2=CC=CC=C2)C2=CC=CC=C2)C=C1